4-fluoro-1-methoxy-6,7-dihydro-5H-cyclopenta[c]pyridine-6-carboxylic acid FC=1C2=C(C(=NC1)OC)CC(C2)C(=O)O